CC=1SC2=C(N1)C=CC(=C2[N+](=O)[O-])O 2-Methyl-6-hydroxy-7-nitrobenzothiazole